ClC=1C=C(C=CC1F)C1=C(N(C=N1)C(C)C)C=1SC=C(N1)C(=O)NC1=NC=C(C=C1)C1CN(C1)C([2H])([2H])[2H] 2-[5-(3-chloro-4-fluoro-phenyl)-3-isopropyl-imidazol-4-yl]-N-[5-[1-(trideuteriomethyl)azetidin-3-yl]-2-pyridyl]thiazole-4-carboxamide